O=C1NC(CCC1N1C(C2=CC=CC(=C2C1)OCC(=O)NCCCCCCCC1=CC=C(C=C1)C=1C(=NN2C1N=C(C=C2N2CCC(CC2)CCO)C2=CC=CC=C2)C)=O)=O 2-((2-(2,6-Dioxopiperidin-3-yl)-1-oxoisoindolin-4-yl)oxy)-N-(7-(4-(7-(4-(2-hydroxyethyl)piperidin-1-yl)-2-methyl-5-phenylpyrazolo[1,5-a]pyrimidin-3-yl)phenyl)heptyl)-acetamide